[1,1'-biphenyl]-3,5-d2-4-carbaldehyde C1(=CC(=C(C(=C1)[2H])C=O)[2H])C1=CC=CC=C1